1,1'-(3-methylene-1-propyne-1,3-diyl)bis[4-trifluoromethylbenzene] C=C(C#CC1=CC=C(C=C1)C(F)(F)F)C1=CC=C(C=C1)C(F)(F)F